N-cyclopropyl-2-fluoro-4-methyl-5-{1-[6-(morpholine-4-sulfonyl)-imidazo[1,2-a]pyridin-3-yl]-1H-pyrazol-4-yl}-benzamide C1(CC1)NC(C1=C(C=C(C(=C1)C=1C=NN(C1)C1=CN=C2N1C=C(C=C2)S(=O)(=O)N2CCOCC2)C)F)=O